(2S)-2-amino-N-[4-[3-(4-azidobutoxymethyl)-5-methyl-1-(2-trimethylsilylethoxymethyl)pyrazol-4-yl]phenyl]-3,3-dicyclopropyl-propanamide N[C@H](C(=O)NC1=CC=C(C=C1)C=1C(=NN(C1C)COCC[Si](C)(C)C)COCCCCN=[N+]=[N-])C(C1CC1)C1CC1